2-anilino-6-(2-chlorophenyl)imidazo[1,2-a]pyrimido[5,4-e]pyrimidin-5(6H)-one N(C1=CC=CC=C1)C=1N=CC=2C(N(C=3N(C2N1)C=CN3)C3=C(C=CC=C3)Cl)=O